2,4-bis[1-(4-hydroxyphenyl)-1-methyl-ethyl]phenol OC1=CC=C(C=C1)C(C)(C)C1=C(C=CC(=C1)C(C)(C1=CC=C(C=C1)O)C)O